O=C1N(C(CC1)=O)[C@H](\C(=C\C(C(C)C)N(C([C@H](C(C)(C)C)NC(=O)OC(C)(C)C)=O)C)\C)[O-] 2,5-dioxopyrrolidin-1-yl-(S,E)-4-((S)-2-((tert-butoxycarbonyl)amino)-N,3,3-trimethylbutanamido)-2,5-dimethylhex-2-enolate